N-[(2R,3S)-1-[1-(1-Methyl-6-oxo-3-pyridyl)indazol-5-yl]-5-oxo-2-phenyl-pyrrolidin-3-yl]oxazol-4-carboxamid CN1C=C(C=CC1=O)N1N=CC2=CC(=CC=C12)N1[C@@H]([C@H](CC1=O)NC(=O)C=1N=COC1)C1=CC=CC=C1